(2R,3S,4S)-4-hydroxy-2-[(4-methoxyphenyl)methyl]pyrrolidin-3-yl 2-(pyridin-3-yl)acetate N1=CC(=CC=C1)CC(=O)O[C@H]1[C@H](NC[C@@H]1O)CC1=CC=C(C=C1)OC